FC(C=1C=C(COC2=CC=C(CN3C=NC=C3)C=C2)C=C(C1)C(F)(F)F)(F)F 1-(4-((3,5-Bis(trifluoromethyl)benzyl)oxy)benzyl)-1H-imidazole